ammonium serine N[C@@H](CO)C(=O)O.[NH4+]